C(C)(=S)[O-].C(C)(=S)[O-].C(C)(=S)[O-].C(CCCCC(C)C)[Sb+3] isooctyl-antimony trithioacetate